(S)-4-(1-(5-(cyclopropanesulfonimidoyl)pyridin-2-yl)-5-hydroxy-3-methyl-1H-pyrazol-4-yl)benzonitrile C1(CC1)[S@@](=O)(=N)C=1C=CC(=NC1)N1N=C(C(=C1O)C1=CC=C(C#N)C=C1)C